C(C)(C)(C)N(C(O)=O)C1=C(C=C(C=C1)Cl)CNC1CC1.BrC1=NN=C(S1)CN1C(C(N(CC1)[C@@H]1C[C@@H](CC1)O)=O)=O (cis)-1-((5-bromo-1,3,4-thiadiazol-2-yl)methyl)-4-(3-hydroxycyclopentyl)piperazine-2,3-dione tert-butyl-(4-chloro-2-((cyclopropylamino)methyl)phenyl)-carbamate